(prop-2-yn-1-yloxy)acetamide C(C#C)OCC(=O)N